bis[5-hexyl-2-(1-isoquinolyl)phenyl](2,4-pentanedione) iridium [Ir].C(CCCCC)C=1C=CC(=C(C1)C(C(C)=O)(C(C)=O)C1=C(C=CC(=C1)CCCCCC)C1=NC=CC2=CC=CC=C12)C1=NC=CC2=CC=CC=C12